O=C(CC(=O)OCC)C=P(C1=CC=CC=C1)(C1=CC=CC=C1)C1=CC=CC=C1 ethyl 3-oxo-4-(triphenylphosphoranylidene)butyrate